C1(CCCCC1)NCCCCCCCSC1=C2C(N(C(C2=CC(=C1)F)=O)C1C(NC(CC1)=O)=O)=O 4-((7-(cyclohexylamino)heptyl)thio)-2-(2,6-dioxopiperidin-3-yl)-6-fluoroisoindoline-1,3-dione